3-(5-methylthiophene-2-yl)aniline CC1=CC=C(S1)C=1C=C(N)C=CC1